ClC=1C(=CC(=C(C1)C1(N(C2=CC=CC=C2C1)C1=NC(=CC(=C1)C(F)(F)F)C)C(=O)NC)F)F (5-chloro-2,4-difluorophenyl)-N-methyl-1-(6-methyl-4-(trifluoromethyl)pyridin-2-yl)indoline-2-carboxamide